C[C@H](CC1=CN=CN1)N The molecule is an aralkylamino compound that is histamine bearing a methyl substituent at the alpha-position (the R-enantiomer). It has a role as a H3-receptor agonist. It is a member of imidazoles and an aralkylamino compound.